2,5-dimethoxy-N-(4-methoxy-6-((5-propioloyl-5,6-dihydropyrrolo[3,4-c]pyrazol-2(4H)-yl)methyl)benzo[d]isoxazol-3-yl)benzenesulfonamide COC1=C(C=C(C=C1)OC)S(=O)(=O)NC1=NOC2=C1C(=CC(=C2)CN2N=C1C(=C2)CN(C1)C(C#C)=O)OC